CC1=CC=C(C=C1)C1(C=CC2=C(O1)C1=CC=CC=C1C(=C2C(=O)OC)O)C2=CC=C(C=C2)C 2,2-bis(4-methylphenyl)-5-methoxycarbonyl-6-hydroxy-2H-naphtho[1,2-b]pyran